8-(6-((3S,4R)-4-(4-amino-5-chloro-2-methoxybenzamido)-3-methoxypiperidin-1-yl)-N-methylhexanamido)octanoic acid methyl ester COC(CCCCCCCN(C(CCCCCN1C[C@@H]([C@@H](CC1)NC(C1=C(C=C(C(=C1)Cl)N)OC)=O)OC)=O)C)=O